4'-(β-methylpentyl)-1-iodobiphenyl CC(CC1=CC=C(C=C1)C1(CC=CC=C1)I)CCC